FC(C1=CC=C2C(=N1)N(C(=C2)C2=NC1=C(N2C)C(=CC(=C1)C(=O)OC)OC)CC)F Methyl 2-[6-(difluoromethyl)-1-ethyl-1H-pyrrolo[2,3-b]pyridin-2-yl]-7-methoxy-1-methyl-1H-1,3-benzodiazole-5-carboxylate